N-(3-(difluoromethyl)-1-((trans)-4-(carboxy)cyclohexyl)-1H-pyrazol-4-yl)-5-Morpholinylpyrazolo[1,5-a]pyrimidine-3-carboxamide FC(C1=NN(C=C1NC(=O)C=1C=NN2C1N=C(C=C2)N2CCOCC2)[C@@H]2CC[C@H](CC2)C(=O)O)F